Cl.FC1=C(C=CC=C1)NC(=O)C1=CC=C(C=C1)C1N(CCNC1)C(=O)N (4-((2-fluorophenyl)carbamoyl)phenyl)piperazine-1-carboxamide hydrochloride